[Si](C)(C)(C(C)(C)C)OCCN1C=CC=2C(=NC=CC21)OC 1-(2-(t-Butyldimethylsilanyloxy)ethyl)-4-methoxy-1H-pyrrolo[3,2-c]pyridine